Tert-butyl 4-[1-(2,6-dioxopiperidin-3-yl)-3-methyl-2-oxo-1,3-benzodiazol-4-yl]piperidine-1-carboxylate O=C1NC(CCC1N1C(N(C2=C1C=CC=C2C2CCN(CC2)C(=O)OC(C)(C)C)C)=O)=O